8-(3,3-Dimethylpiperazin-1-yl)-5-methyl-6-oxo-5,6-dihydro-1,5-naphthyridine-2-carbonitrile CC1(CN(CCN1)C1=CC(N(C=2C=CC(=NC12)C#N)C)=O)C